N-((2-(2-((3-cyanobenzyl)oxy)-4-((2-methyl-[1,1'-biphenyl]-3-yl)methoxy)phenyl)-1H-imidazol-4-yl)methyl)acetamide platinum chromite [Cr](=O)([O-])[O-].[Pt+2].C(#N)C=1C=C(COC2=C(C=CC(=C2)OCC=2C(=C(C=CC2)C2=CC=CC=C2)C)C=2NC=C(N2)CNC(C)=O)C=CC1